NC[C@@H](C1=CC=CC=C1)NS(=O)(=O)C1=CC=C(C=C1)OC(F)(F)F (R)-N-(2-amino-1-phenylethyl)-4-(trifluoromethoxy)benzenesulfonamide